8-methoxyquinoline-5-carboxylic acid COC1=CC=C(C=2C=CC=NC12)C(=O)O